OC(=O)C(F)(F)F.C(C)=O ethan-1-one TFA salt